(2-(benzothiazol-5-yl)piperidin-1-yl)methanone S1C=NC2=C1C=CC(=C2)C2N(CCCC2)C=O